(S)-N-(5-(3-(1-((5-isopropylthiazol-2-yl)amino)-1-oxopropan-2-Yl)phenyl)pyridin-2-yl)acrylamide C(C)(C)C1=CN=C(S1)NC([C@@H](C)C=1C=C(C=CC1)C=1C=CC(=NC1)NC(C=C)=O)=O